C(C)C1=CC=C(C=C1)N1N=CC(=C1)C=1C=C2C(=CNC2=CC1)NC(=O)NC 1-[5-[1-(4-ethylphenyl)pyrazol-4-yl]-1H-indol-3-yl]-3-methylurea